C1(CCC1)NC1=NC(=NC=C1C(=O)NC1=C(C=CC=C1C)C)NC1=C(C=C(C=C1)N1CCN(CC1)CC)F 4-(cyclobutylamino)-N-(2,6-dimethylphenyl)-2-((4-(4-ethylpiperazin-1-yl)-2-fluorophenyl)amino)pyrimidine-5-carboxamide